C(#N)C=1C=NC2C=C(C=C(C12)OCC1=CC=C(C=C1)OC)NCC(=O)N(C)C 2-((3-Cyano-4-((4-methoxybenzyl)oxy)-7aH-indol-6-yl)amino)-N,N-dimethylacetamide